N-[4-[8-amino-5-methyl-3-(trideuteriomethyl)imidazo[1,5-a]pyrazin-1-yl]-2-fluoro-phenyl]-2-(3-fluorophenyl)-2-hydroxy-acetamide NC=1C=2N(C(=CN1)C)C(=NC2C2=CC(=C(C=C2)NC(C(O)C2=CC(=CC=C2)F)=O)F)C([2H])([2H])[2H]